Tert-butyl N-[(1s,4s)-4-{[3-(4-{2-[ethyl(isopropyl)carbamoyl]-4-fluorophenyl}-1-methyl-1H-indazol-6-yl)-3-fluoropyrrolidin-1-yl]methyl}-4-hydroxycyclohexyl]carbamate C(C)N(C(=O)C1=C(C=CC(=C1)F)C1=C2C=NN(C2=CC(=C1)C1(CN(CC1)CC1(CCC(CC1)NC(OC(C)(C)C)=O)O)F)C)C(C)C